NC1=C(C=C(C=C1)NC1=C(C(=O)NS(=O)(=O)C2=CC(=C(C=C2)NCCC(=O)O)[N+](=O)[O-])C=CC(=C1)Br)F 3-((4-(N-(2-((4-amino-3-fluorophenyl)amino)-4-bromobenzoyl)sulfamoyl)-2-nitrophenyl)amino)propanoic acid